3-(7-chloro-8-fluoro-2-(2-(piperazin-1-yl)ethoxy)pyrido[4,3-d]pyrimidin-4-yl)-3,8-diazabicyclo[3.2.1]octane-8-carboxylic acid tert-butyl ester C(C)(C)(C)OC(=O)N1C2CN(CC1CC2)C=2C1=C(N=C(N2)OCCN2CCNCC2)C(=C(N=C1)Cl)F